N-(5-bromo-3-fluoro-6-methylpyridin-2-yl)-2-chlorobenzensulfonamide BrC=1C=C(C(=NC1C)NS(=O)(=O)C1=C(C=CC=C1)Cl)F